Triethyl(5-pentylthiophen-2-yl)silane C(C)[Si](C=1SC(=CC1)CCCCC)(CC)CC